methyl 2-(bromomethyl)-6-(2-ethoxybenzamido)benzoate BrCC1=C(C(=O)OC)C(=CC=C1)NC(C1=C(C=CC=C1)OCC)=O